CC1=NN(C(C2=CC=C(C=C12)N1CCN(CC1)C1CCNCC1)=O)C1C(NC(CC1)=O)=O 3-(4-methyl-1-oxo-6-(4-(piperidin-4-yl)piperazin-1-yl)phthalazin-2(1H)-yl)piperidine-2,6-dione